5-(2',3'-dichlorobenzyl)-1,5-diazabicyclo[4.3.0]nonane ClC1=C(CN2CCCN3CCCC23)C=CC=C1Cl